Cl.NC(CO)(CO)CO 2-amino-2-(hydroxymethyl)-1,3-propanediol HCl